(R)-6-(3-cyanopyrrolo[1,2-b]pyridazin-7-yl)-N-(2-fluoro-3-hydroxy-3-methylbutyl)-4-((4-(3-oxomorpholino)bicyclo[2.2.2]oct-1-yl)amino)nicotinamide C(#N)C1=CC=2N(N=C1)C(=CC2)C2=NC=C(C(=O)NC[C@H](C(C)(C)O)F)C(=C2)NC21CCC(CC2)(CC1)N1C(COCC1)=O